N1(CCC1)CC=1C=C(C=CC1)C=1N=NN(C1)CC1=C(C=C(C=C1)C=1OC(=NN1)C(F)F)F 2-(4-((4-(3-(azetidin-1-ylmethyl)phenyl)-1H-1,2,3-triazol-1-yl)methyl)-3-fluorophenyl)-5-(difluoromethyl)-1,3,4-oxadiazole